COC=1[C@@H](CC(N1)C(=O)OCC)C Ethyl (4R)-5-methoxy-4-methyl-3,4-dihydro-2H-pyrrole-2-carboxylate